6-CHLORO-14'-METHYL-3,4-DIHYDRO-2H,17'H-SPIRO[NAPHTHALENE-1,24'-[8,12,22]TRIOXA[15]THIA[1,16]DIAZAPENTACYCLO[16.7.2.17,11.03,6.021,26]OCTACOSA[18,20,26]TRIEN]-17'-ONE 15',15'-DIOXIDE ClC=1C=C2CCCC3(COC4=CC=C5C(NS(C(COC6CCOC(C7CCC7CN(C3)C4=C5)C6)C)(=O)=O)=O)C2=CC1